diphenyl-antimony p-toluenesulfonate CC1=CC=C(C=C1)S(=O)(=O)[O-].C1(=CC=CC=C1)[Sb+]C1=CC=CC=C1